Cl.CN(CCCN=C=NCC)C 1-(3-(dimethylamino)propyl)-3-ethyl-carbodiimide hydrochloride